C(C)(C)(C)C=1C=C(C=C(C1)C(C)(C)C)C=1C=C(C=C(C1C(C)(C)C)C1=CC(=CC(=C1)C(C)(C)C)C(C)(C)C)C12CC3(CC(CC(C1)C3)C2)C2=CC(=C(C(=C2)C2=CC(=CC(=C2)C(C)(C)C)C(C)(C)C)C(C)(C)C)C2=CC(=CC(=C2)C(C)(C)C)C(C)(C)C 1,3-bis-[3,5-bis(3,5-di-t-butylphenyl)4-t-butylphenyl]adamantane